BrC1=CC=C(C=C1)NS(=O)(=O)C=1C=C(C(=O)NC2=CC(=CC=C2)NC(CCC=2C(=NNC2C)C)=O)C=CC1 3-(N-(4-bromophenyl)sulfamoyl)-N-(3-(3-(3,5-dimethyl-1H-pyrazol-4-yl)propanamido)phenyl)benzamide